C(=O)OCCCC#CC1=C(SC=2C1=NC(=CC2NCC=2SC=CC2)Cl)[C@@H]2CC=CC[C@H]2N 5-(2-((1R,6R)-6-aminocyclohex-3-en-1-yl)-5-chloro-7-((thiophen-2-ylmethyl)amino)thieno[3,2-b]pyridin-3-yl)pent-4-yn-1-ol formate